(S)-6-((4-(3-Aminopiperidin-1-yl)-5-(1-isopropyl-1H-pyrazol-4-yl)pyridin-2-yl)amino)-1-isopropyl-1H-pyrazolo[3,4-b]pyridine-3-carbonitrile N[C@@H]1CN(CCC1)C1=CC(=NC=C1C=1C=NN(C1)C(C)C)NC1=CC=C2C(=N1)N(N=C2C#N)C(C)C